COC1=C(CN2CC(N(CC2)C2CC3(C2)CCN(CC3)C(=O)OC(C)(C)C)C3=C(C=CC=C3)C(C)C)C=CC(=C1)OC tert-butyl 2-(4-(2,4-dimethoxybenzyl)-2-(2-isopropylphenyl) piperazin-1-yl)-7-azaspiro[3.5]nonane-7-carboxylate